CN1C(N(C(=C1C(=O)N)C)C1=CC=CC=C1)=O 3,5-dimethyl-2-oxo-1-phenyl-2,3-dihydro-1H-imidazole-4-carboxamide